4-Chloromethylpyrimidin-2-amine ClCC1=NC(=NC=C1)N